5-(3-Bromo-4-fluorophenoxy)-6-fluoro-4-(methylthio)-1H-indole BrC=1C=C(OC=2C(=C3C=CNC3=CC2F)SC)C=CC1F